rac-(1S,2R,4S)-4-(5-(3-(2,2-difluoroethoxy)-1-methyl-1H-pyrazole-5-carboxamido)-1H-pyrazol-3-yl)-2-methylcyclopentyl bicyclo[1.1.1]pentan-1-ylcarbamate C12(CC(C1)C2)NC(O[C@@H]2[C@@H](C[C@@H](C2)C2=NNC(=C2)NC(=O)C2=CC(=NN2C)OCC(F)F)C)=O |r|